[Pd].FC1=CC(=C(C=C1)C(C)N1N=CC(=C1)N)C(F)(F)F 1-(1-(4-fluoro-2-(trifluoromethyl)phenyl)ethyl)-1H-pyrazol-4-amine Palladium